[3-(1-methylpiperidin-4-yl)-1,2-benzoxazol-5-yl]benzamide CN1CCC(CC1)C1=NOC2=C1C=C(C=C2)C2=C(C(=O)N)C=CC=C2